N-{4-[(3-{4-[2-(4,4-difluoro-2-methylpiperidine-1-carbonyl)-4-fluorophenyl]-1-methyl-1H-indazol-6-yl}pyrrolidin-1-yl)methyl]cyclohexyl}ethane-1-sulfonamide FC1(CC(N(CC1)C(=O)C1=C(C=CC(=C1)F)C1=C2C=NN(C2=CC(=C1)C1CN(CC1)CC1CCC(CC1)NS(=O)(=O)CC)C)C)F